C(C)C1(COCOC1)COC(C=C)=O acrylic acid-(5-ethyl-1,3-dioxan-5-yl)methyl ester